1,3-di-tert-butylimidazolium 2,2,2-trifluoroethyl-N-n-hexylcarbamate FC(COC(NCCCCCC)=O)(F)F.C(C)(C)(C)N1C=[N+](C=C1)C(C)(C)C